tert-butyl 1-(oxetan-3-yl)-4,6,7,8-tetrahydropyrazolo[4,3-c]azepine-5(1H)-carboxylate O1CC(C1)N1N=CC=2CN(CCCC21)C(=O)OC(C)(C)C